6,8-Dihydroxy-7-(3-methylbutyryl)-9-phenyl-2,2,4,4-tetramethyl-4,9-dihydro-1H-xanthene OC=1C=C2OC=3C(CC(CC3C(C2=C(C1C(CC(C)C)=O)O)C1=CC=CC=C1)(C)C)(C)C